C1=C(C=CC2=CC=CC=C12)C=1C=C2C=CC(=C(C2=CC1)C1=C(C=CC2=CC(=CC=C12)C1=CC2=CC=CC=C2C=C1)OC1=CC=C(C2=CC=CC=C12)CO)OC1=CC=C(C2=CC=CC=C12)CO [(6,6'-bis(naphthalen-2-yl)[1,1'-binaphthalene]-2,2'-diyl)bis(oxynaphthalene-4,1-diyl)]dimethanol